C1(=C(C=CC=C1)\N=C\C1=C(C=CC=C1)O)\N=C\C1=C(C=CC=C1)O 2,2'-((1E,1'E)-(1,2-phenylenebis(azaneylylidene))bis(methaneylylidene))diphenol